3-(((R)-1-(naphthalene-1-yl)ethyl)amino)pyrrolidine-1-carboxylic acid tert-butyl ester C(C)(C)(C)OC(=O)N1CC(CC1)N[C@H](C)C1=CC=CC2=CC=CC=C12